C1(=CC=CC=C1)C1=CC=C(N)C=C1 p-phenyl-aniline